[4-[(3S)-3-aminopyrrolidine-1-carbonyl]piperazin-1-yl]-[2-chloro-4-[[3-[3-(trifluoromethyl)-1H-pyrazol-4-yl]imidazo[1,2-a]pyrazin-8-yl]amino]phenyl]methanone N[C@@H]1CN(CC1)C(=O)N1CCN(CC1)C(=O)C1=C(C=C(C=C1)NC=1C=2N(C=CN1)C(=CN2)C=2C(=NNC2)C(F)(F)F)Cl